C(C)(C)(C)OC(=O)N1[C@@H](COCC1)C=1C=C(C=C2CCN(CC12)C(=O)N1CCC(CC1)F)Cl (R)-3-(6-chloro-2-(4-fluoropiperidine-1-Carbonyl)-1,2,3,4-tetrahydroisoquinolin-8-yl)morpholine-4-carboxylic acid tert-butyl ester